C(C1=CC=CC=C1)OC(=O)Cl benzylchloroformate